CN(CCC1OC2=C(C=C1OC)C=CC=C2OC)C (2-(dimethylamino)ethyl)-3,8-dimethoxybenzopyran